methyl 2-[(3S)-1-[5-(4,4,5,5-tetramethyl-1,3,2-dioxaborolan-2-yl)pyrimidin-2-yl]pyrrolidin-3-yl]acetate CC1(OB(OC1(C)C)C=1C=NC(=NC1)N1C[C@@H](CC1)CC(=O)OC)C